2-cyclobutyl-4-oxo-4,5-dihydrofuran C1(CCC1)C=1OCC(C1)=O